4-(4-Acetyl-5-(methoxycarbonyl)-2-oxopyridin-1(2H)-yl)piperazine-1-carboxylic acid tert-butyl ester C(C)(C)(C)OC(=O)N1CCN(CC1)N1C(C=C(C(=C1)C(=O)OC)C(C)=O)=O